potassium (E)-3-(benzyloxy)prop-1-enyltrifluoroborate C(C1=CC=CC=C1)OC/C=C/[B-](F)(F)F.[K+]